(1S,4S)-5-tert-Butoxycarbonyl-2-oxa-5-azabicyclo[2.2.1]heptane-4-carboxylic acid methyl ester COC(=O)[C@]12CO[C@H](CN1C(=O)OC(C)(C)C)C2